Methyl (S)-2-(1-((benzyloxy)carbonyl)-2-methylpyrrolidin-2-yl)-1H-benzo-[d]imidazole-4-carboxylate C(C1=CC=CC=C1)OC(=O)N1[C@](CCC1)(C)C1=NC2=C(N1)C=CC=C2C(=O)OC